tert-butyl (R)-3-(4-(methoxycarbonyl)-2-((phenylmethyl)sulfonamido)phenoxy)pyrrolidine-1-carboxylate COC(=O)C1=CC(=C(O[C@H]2CN(CC2)C(=O)OC(C)(C)C)C=C1)NS(=O)(=O)CC1=CC=CC=C1